C(CC(O)(C(=O)OCCCC)CC(=O)OCC(CCCC)CC)(=O)OCC(CCCC)CC di(2-ethylhexyl) (n-butyl) citrate